(R)-2-((3-fluoro-4-((3-((1-(2,2,2-trifluoroacetyloxy)propan-2-yl)amino)-1H-pyrazolo[3,4-b]pyridin-4-yl)oxy)phenyl)carbamoyl)-6-(4-fluorophenyl)pyridine 1-oxide FC=1C=C(C=CC1OC1=C2C(=NC=C1)NN=C2N[C@@H](COC(C(F)(F)F)=O)C)NC(=O)C2=[N+](C(=CC=C2)C2=CC=C(C=C2)F)[O-]